ClCCNC(=O)NC1=C(C=C(C=C1)C)COC 1-(2-chloroethyl)-3-(2-(methoxymethyl)-4-methylphenyl)urea